O7-[2-[[2-(1-adamantyl)acetyl]oxymethyl]-2-(hydroxymethyl)-3-[7-[(Z)-non-3-enoxy]-7-oxoheptanoyl]oxy-propyl] O1-[(Z)-non-3-enyl] heptanedioate C(CCCCCC(=O)OCC(COC(CCCCCC(=O)OCC\C=C/CCCCC)=O)(CO)COC(CC12CC3CC(CC(C1)C3)C2)=O)(=O)OCC\C=C/CCCCC